4-(dipropylamino)-3,5-dinitrobenzoic acid C(CC)N(C1=C(C=C(C(=O)O)C=C1[N+](=O)[O-])[N+](=O)[O-])CCC